S1S[C@@H](CC1)CCCCC(=O)OC(CN1CCOCC1)CN1CCOCC1 1,3-Dimorpholinopropan-2-yl (R)-5-(1,2-dithiolan-3-yl)pentanoate